COC=1C=C(C=CC1)C12CN(CC2C1)C=O (1-(3-methoxyphenyl)-3-azabicyclo[3.1.0]hex-3-yl)methanone